CO[Si](CCCNCCNCCN)(OC)OC N-[3-(trimethoxysilyl)propyl]diethylenetriamine